C(C)(C)OC(CCC1=CC=C(C=C1)O)=O 3-(4-hydroxyphenyl)propionic acid isopropyl ester